[Na].FC(C(C(C(C(C(F)(F)F)(F)F)(F)F)(F)F)(F)F)(S(=O)(=O)O)F perfluorohexyl-sulfonic acid sodium